N1C=CC2=CC(=CC=C12)C1=CC=2C3=C(C=NC2C=C1)N=C(N3C3=CC=C(C=C3)C(C#N)(C)C)C 2-(4-(8-(1H-indol-5-yl)-2-methyl-1H-imidazo[4,5-c]quinolin-1-yl)phenyl)-2-methylpropanenitrile